FC=1C=C(\C=C\2/CC(C\C(\C2=O)=C/C2=CC(=C(C=C2)F)F)C2=C(C(=O)N)C=CC=C2)C=CC1F (3,5-bis((E)-3,4-difluorobenzylidene)-4-oxocyclohexyl)benzamide